1-(3-chloro-5'-fluoro-2'-hydroxy-3'-(2-(8-isopropyl-3,8-diazabicyclo[3.2.1]oct-3-yl)pyridin-4-yl)-[1,1'-biphenyl]-4-yl)-3-methyl-1H-imidazol-2(3H)-one ClC=1C=C(C=CC1N1C(N(C=C1)C)=O)C1=C(C(=CC(=C1)F)C1=CC(=NC=C1)N1CC2CCC(C1)N2C(C)C)O